FC(OC1=CC(=NN1)NC1=CN=CC(=N1)OC1C2CN(CC2C1)C(=O)OC(C)(C)C)F tert-butyl 6-((6-((5-(difluoromethoxy)-1H-pyrazol-3-yl)amino)pyrazin-2-yl)oxy)-3-azabicyclo[3.2.0]heptane-3-carboxylate